2-(1-tert-Butoxycarbonylazetidin-3-yl)-2-[cyclopropyl-[(2,4-dimethoxyphenyl)methyl]amino]acetic acid C(C)(C)(C)OC(=O)N1CC(C1)C(C(=O)O)N(CC1=C(C=C(C=C1)OC)OC)C1CC1